C(C1=CC=CC=C1)OC=1C=C(C=C(C1Br)OCC1=CC=CC=C1)N1CCC(CC1)NC(OC(C)(C)C)=O Tert-butyl (1-(3,5-bis(benzyloxy)-4-bromophenyl)piperidin-4-yl)carbamate